2-(2-((2-Nitrophenyl)amino)phenyl)propan-2-ol [N+](=O)([O-])C1=C(C=CC=C1)NC1=C(C=CC=C1)C(C)(C)O